Cl.FC1(CCN(CC1)C(C)=O)C1=CC/2=C(N(C=N\C2=N/[C@H](C)C2=C(C(=CC=C2)C(F)(F)F)C)C)C=N1 (R,Z)-1-(4-fluoro-4-(1-methyl-4-((1-(2-methyl-3-(trifluoromethyl)phenyl)-ethyl)imino)-1,4-dihydropyrido[3,4-d]pyrimidin-6-yl)piperidin-1-yl)ethan-1-one hydrochloride